C(CC)C(C(CCC)CCC)OC(C(=C)C)=O.C(C)(C)(C)N1C[C@@H](CCC1)CNS(=O)(=O)C1=CC=C(C=C1)[C@H]1[C@@H](C1)C(=O)OCC trans-tert-butyl-(3R)-3-(((4-(2-(ethoxycarbonyl)cyclopropyl)phenyl)sulfonamido)methyl)piperidine 1,2-dipropylpentyl-methacrylate